CN(C/C=C/C(=O)N1CC2=C(C3=C(N=CN=C3NC3=CC(=C(C=C3)OC=3C=NC(=NC3)C)C)S2)CC1)C (E)-4-(Dimethylamino)-1-(4-((3-methyl-4-((2-methylpyrimidin-5-yl)oxy)phenyl)amino)-5,6-dihydropyrido[4',3':4,5]thieno[2,3-d]pyrimidin-7(8H)-yl)but-2-en-1-one